C(C)N(CC)CCN(CCOC(OC(CCCCCCCC)CCCCCC)=O)CCOC(CCCCCCC)=O 3-ethyl-12-hexyl-6-(2-(octanoyloxy)ethyl)-10-oxo-9,11-dioxa-3,6-diaza-icosane